FC(C)(F)C1=NC(=C(C(=N1)C)S(=O)(=O)N1CC2(C1)CN(C2)CC2CCOCC2)C 2-((2-(1,1-Difluoroethyl)-4,6-dimethylpyrimidin-5-yl)sulfonyl)-6-((tetrahydro-2H-pyran-4-yl)methyl)-2,6-diazaspiro[3.3]heptane